(S)-(+)-3-hydroxy-tetrahydrofuran O[C@@H]1COCC1